O1C2(OCC1)CC=1C=CC=C(C1C2)C#N Spiro[1,3-dihydroindene-2,2'-1,3-dioxolane]-4-carbonitrile